N-(14-(2,3-difluoro-6-(2-morpholinothiazol-4-yl)phenoxy)-3,6,9,12-tetraoxatetradecyl)-2-((2-(2,6-dioxopiperidin-3-yl)-1,3-dioxoisoindolin-4-yl)oxy)acetamide FC1=C(OCCOCCOCCOCCOCCNC(COC2=C3C(N(C(C3=CC=C2)=O)C2C(NC(CC2)=O)=O)=O)=O)C(=CC=C1F)C=1N=C(SC1)N1CCOCC1